sodium 2-(8-chloro-2-(2-cyanopropan-2-yl)-9-ethoxy-5-oxobenzo[b][1,8]naphthyridin-10(5H)-yl)acetate ClC=1C=CC2=C(N(C=3N=C(C=CC3C2=O)C(C)(C)C#N)CC(=O)[O-])C1OCC.[Na+]